C(C1=CC=CC=C1)(=O)C=1C(NSC1)(N)C1CCCCC1 4-benzoyl-3-cyclohexylisothiazol-amine